bis(1,2-dimethyl-4,6-dinitrophenyl) oxalate C(C(=O)OC1(C(C=C(C=C1[N+](=O)[O-])[N+](=O)[O-])C)C)(=O)OC1(C(C=C(C=C1[N+](=O)[O-])[N+](=O)[O-])C)C